C1=CC(=CC=2OC3=C(C21)C=CC=C3)C3=NC(=NC(=N3)C=3C(=C(C=CC3)C3=CC=CC=C3)F)C3=CC=CC=C3 2-(Dibenzo[B,D]furan-3-yl)-4-(2-fluoro-[1,1'-biphenyl]-3-yl)-6-phenyl-1,3,5-triazine